C(=C)C=1C=CC(=C2C=CC=NC12)N1C[C@@H](C[C@@H](C1)C)NC(OC(C)(C)C)=O tert-Butyl N-[(3R,5S)-1-(8-ethenylquinolin-5-yl)-5-methylpiperidin-3-yl]carbamate